N1=CN=C(C2=C1NC=C2)SC=2C=C(C(=O)NC1=CC(=C(C=C1)CN1CCN(CC1)CC)C(F)(F)F)C=CC2 3-((7H-pyrrolo[2,3-d]pyrimidin-4-yl)thio)-N-(4-((4-ethylpiperazin-1-yl)methyl)-3-(trifluoromethyl)phenyl)benzamide